FC1=CC=C(CCNC2=NC3=CC=CC=C3C(=N2)NCCN2CCN(CC2)C)C=C1 N2-(4-fluorophenethyl)-N4-(2-(4-methylpiperazin-1-yl)ethyl)quinazoline-2,4-diamine